ClC1=CC(=NC(=C1)F)C(=O)OC methyl 4-chloro-6-fluoropyridinecarboxylate